6-chloromethyl-3-(tetrahydropyran-4-yl)-7H-imidazo[1,5-a]pyrazin-8-one ClCC=1NC(C=2N(C1)C(=NC2)C2CCOCC2)=O